CC1=C(C=C(C=C1)C)[C@H]1C[C@@H]2[C@H](N(OC2(C)C)C)[C@H](C1)C |r| rac-(3ar,5r,7s,7ar)-5-(2,5-dimethylphenyl)-1,3,3,7-tetramethyl-octahydrobenzo[c]isoxazole